3-[4-(methylsulfonyl)phenyl]-2-phenyl-2-cyclopenten-1-one CS(=O)(=O)C1=CC=C(C=C1)C1=C(C(CC1)=O)C1=CC=CC=C1